Tert-butyl-3-(cyclopentanecarboxamido)-6-(1-(2-((4-methyl-3-(trifluoromethyl)phenyl)amino)-2-oxoethyl)-1H-pyrazol-4-yl)-1H-indazole-1-carboxylic acid C(C)(C)(C)C1=C2C(=NN(C2=CC(=C1)C=1C=NN(C1)CC(=O)NC1=CC(=C(C=C1)C)C(F)(F)F)C(=O)O)NC(=O)C1CCCC1